2-((8-bromochroman-4-yl)methyl)isoindoline-1,3-dione BrC=1C=CC=C2C(CCOC12)CN1C(C2=CC=CC=C2C1=O)=O